[I-].[I-].[NH2+]1CCCC1.[NH2+]1CCCC1 dipyrrolidinium diiodide